C(C)(C)(C)N1CCC(CC1)CC1=CC=C(C=C1)N1[C@H](CCC1)C=1N=C(SC1)N tert-butyl-(R)-4-(4-(2-(2-aminothiazol-4-yl)pyrrolidin-1-yl)benzyl)piperidine